5,5-dibromo-7-([4-[1-(oxetan-3-yl)-4-(trifluoromethyl)-1H-imidazol-2-yl]phenyl]methyl)-2-[2-(propan-2-yl)pyridin-3-yl]-5H,6H,7H-pyrrolo[2,3-d]pyrimidin-6-one BrC1(C(N(C=2N=C(N=CC21)C=2C(=NC=CC2)C(C)C)CC2=CC=C(C=C2)C=2N(C=C(N2)C(F)(F)F)C2COC2)=O)Br